ClC=1C=C(C=C(C1)Cl)C=1N=C(NC1C)CC=1SC=CC1 4-(3,5-dichlorophenyl)-5-methyl-2-(2-thienylmethyl)imidazole